2-(4-fluorobenzyloxy)-1-naphthalenealdehyde tert-butyl-4-[2-[[1-(2-hydroxyethyl)pyrazol-4-yl]amino]-8-methyl-7-oxo-pyrido[2,3-d]pyrimidin-6-yl]-2,3-dihydroquinoxaline-1-carboxylate C(C)(C)(C)OC(=O)N1CCN(C2=CC=CC=C12)C1=CC2=C(N=C(N=C2)NC=2C=NN(C2)CCO)N(C1=O)C.FC1=CC=C(COC2=C(C3=CC=CC=C3C=C2)C=O)C=C1